3-(3-aminobenzyl)-5-methyl-7-(methylsulfonyl)-3,5,6,7,8,9-hexahydro-4H-pyrido[4',3':4,5]pyrrolo[2,3-d]pyridazin-4-one NC=1C=C(CN2N=CC3=C(C2=O)N(C2=C3CCN(C2)S(=O)(=O)C)C)C=CC1